16-heptadecadienal C=CC=CCCCCCCCCCCCC(C)=O